CC=1C=CC=2N(C1)C=C(N2)C(=O)OC=2C=NC=C(C2)Cl 5-chloropyridin-3-yl 6-methylimidazo[1,2-a]pyridine-2-carboxylate